(E)-1-(3-(4-(4-(3-chloro-4-methoxypyrazolo[1,5-a]pyridin-6-yl)-5-methyl-1H-pyrazol-1-yl)piperidine-1-carbonyl)-3-methoxyazetidin-1-yl)-4-(dimethylamino)but-2-en-1-one ClC=1C=NN2C1C(=CC(=C2)C=2C=NN(C2C)C2CCN(CC2)C(=O)C2(CN(C2)C(\C=C\CN(C)C)=O)OC)OC